OC(CCCCCCCCCCC(=O)OCCCCOC(CCCCCCCCCCC(CCCCCC)O)=O)CCCCCC Butane-1,4-diyl bis(12-hydroxyoctadecanoate)